7-(4-(4,5-diphenyl-4H-1,2,4-triazol-3-yl)phenyl)-9,9-dipropyl-9H-fluorene C1(=CC=CC=C1)N1C(=NN=C1C1=CC=CC=C1)C1=CC=C(C=C1)C1=CC=C2C=3C=CC=CC3C(C2=C1)(CCC)CCC